FC=1C=CC(=C2CN(C(C12)=O)C1C(NC(CC1)=O)=O)N1CCC(CC1)CN1CCNCC1 3-[7-fluoro-1-oxo-4-[4-(piperazin-1-ylmethyl)-1-piperidinyl]Isoindolin-2-yl]Piperidine-2,6-dione